6-chloro-N-(2-hydroxy-1-phenylethyl)-3-methylpyridinamide ClC1=CC=C(C(=N1)C(=O)NC(CO)C1=CC=CC=C1)C